1-phenethyl-1,4-dihydroquinoxalin-2,3-dione C(CC1=CC=CC=C1)N1C(C(NC2=CC=CC=C12)=O)=O